(R)-1-(m-tolyl)ethane-1-amine hydrochloride Cl.C1(=CC(=CC=C1)[C@@H](C)N)C